(1,3,4,5-tetrahydrobenzo[cd]indol-4-yl)-7,8-dihydro-6H-pyrimido[5,4-b][1,4]oxazin-4-amine N1C=C2C=3C(=CC=CC13)CC(C2)C=2N=C(C=1OCCNC1N2)N